BrC1=CC=CC(=N1)[C@](C)(CC)O (S)-2-(6-bromopyridin-2-yl)butan-2-ol